C(C)(C)(C)OC(=O)N(C1=CC2=C(C(=NO2)N(S(=O)(=O)C2=C(C=C(C(=O)OC)C=C2OC)OC)CC2=CC=C(C=C2)OC)C=C1OC)C1=NN(C(=C1)C1CC1)C1OCCCC1 methyl 4-{(6-{(tert-butoxycarbonyl)[5-cyclopropyl-1-(oxan-2-yl)-1H-pyrazol-3-yl]amino}-5-methoxy-1,2-benzoxazol-3-yl)[(4-methoxyphenyl)methyl]sulfamoyl}-3,5-dimethoxybenzoate